COC(=O)C=1C=C2CC(=NNC2=C(C1)OC)C 8-methoxy-3-methyl-1,4-dihydrocinnoline-6-carboxylic acid methyl ester